2-([6-[(5-chloro-2-[4-[(14-hydroxy-3,6,9,12-tetraoxatetradecan-1-yl)oxy]piperidin-1-yl]pyrimidin-4-yl)amino]-1-methyl-2-oxo-1,2-dihydroquinolin-3-yl]oxy)-N-methylacetamide ClC=1C(=NC(=NC1)N1CCC(CC1)OCCOCCOCCOCCOCCO)NC=1C=C2C=C(C(N(C2=CC1)C)=O)OCC(=O)NC